FC1=C(C=C(C=C1)N1C(=C(C2=C(C=CC=C12)O)C1=CC=C(C(=O)O)C=C1)C1(CC(C1)OC)C)C 4-[1-(4-fluoro-3-methyl-phenyl)-4-hydroxy-2-(3-methoxy-1-methyl-cyclobutyl)indol-3-yl]Benzoic acid